CC(CCCCCCC(=O)OCCCCCCCC(C(C(=O)O)O)(C(=O)O)CCCCCCCOC(CCCCCCC(C)C)=O)C.C(CCC)N1C=C(C=2C1=CN=C(C2)C2=NC=CC(=C2)C2=NOC(=N2)C(F)(F)F)CO (1-butyl-5-(4-(5-(trifluoromethyl)-1,2,4-oxadiazol-3-yl)pyridin-2-yl)-1H-pyrrolo[2,3-c]pyridin-3-yl)methanol bis(7-((8-methylnonanoyl)oxy)heptyl)2-hydroxysuccinate